6-(trifluoromethyl)-pyridine-2-carboxylic acid methyl ester COC(=O)C1=NC(=CC=C1)C(F)(F)F